(Z)-5-octenoic acid C(CCC\C=C/CC)(=O)O